C(C1=CC=CC=C1)OCC1OC(OC1C1=C(C=CC=C1)Cl)(C)C (±)-4-(benzyloxymethyl)-5-(2-chlorophenyl)-2,2-dimethyl-1,3-dioxolane